N1=C(C=CC=C1)C(C)O 1-(pyridin-2-yl)ethan-1-ol